N-Methyl-5-[4-(1H-pyrazol-4-yl)-1H-indol-7-yl]-N-(2,2,6,6-tetramethylpiperidin-4-yl)[1,3]thiazolo[5,4-d][1,3]thiazol-2-amin Trifluoroacetat FC(C(=O)O)(F)F.CN(C=1SC=2N=C(SC2N1)C=1C=CC(=C2C=CNC12)C=1C=NNC1)C1CC(NC(C1)(C)C)(C)C